C(C)(C)(C)C1=CC=C(C(=O)NSC(NC2=NC=CC=C2)=O)C=C1 4-(tert-butyl)-N-(pyridin-2-ylcarbamoylthio)benzamide